C(C)C1=C(C(=C(C(=C1C)OC)C)C)O 2-Ethyl-3,5,6-trimethyl-4-methoxy-phenol